(S)-methyl 2-(3-chloro-4-methyl-6-oxopyridazin-1(6H)-yl)-4-methylpentanoate ClC1=NN(C(C=C1C)=O)[C@H](C(=O)OC)CC(C)C